1-methyl-1H-benzo[d][1,2,3]triazol-5-amine hydrochloride Cl.CN1N=NC2=C1C=CC(=C2)N